(4-((2-(4-(4-(((2S,4R)-2-methyl-1-propionyl-1,2,3,4-tetrahydroquinolin-4-yl)amino)phenyl)-1H-pyrazol-1-yl)ethyl)amino)-4-oxobutyl)carbamate C[C@@H]1N(C2=CC=CC=C2[C@@H](C1)NC1=CC=C(C=C1)C=1C=NN(C1)CCNC(CCCNC([O-])=O)=O)C(CC)=O